C(C)N(CC[C@@]1(OCCN(C1)CC=1C=CC(=NC1)NC1=NC=C(C(=N1)C=1C=C(C2=C(N(C(=N2)C)C(C)C)C1)F)F)C)CC (S)-N-(5-((2-(2-(diethylamino)ethyl)-2-methylmorpholino)methyl)pyridin-2-yl)-5-fluoro-4-(4-fluoro-1-isopropyl-2-methyl-1H-benzo[d]imidazol-6-yl)pyrimidin-2-amine